naphthocarbazole C1=C2C=CC3=C(C=CC=4C=5C=CC=CC5NC34)C2=CC=C1